N[C@@H]1CN(CC1)C1=C(C=NC(=C1C1=CC(=CC(=C1)F)Cl)OC)C(=O)NC1CCC(CC1)(F)F 4-[(3S)-3-aminopyrrolidin-1-yl]-5-(3-chloro-5-fluorophenyl)-N-(4,4-difluorocyclohexyl)-6-methoxypyridine-3-carboxamide